6-(hydroxymethyl)-2-methyl-hexahydropyrrolo[1,2-a]pyrazin-1(2H)-one OCC1CCC2N1CCN(C2=O)C